COC1=C(C=CC=C1)[C@H](CN1C(N(C(C2=C1SC(=C2C)C=2OC=CN2)=O)C(C(=O)N)(C)C)=O)OC(C)C 2-[1-[(2R)-2-(2-methoxyphenyl)-2-(prop-2-yloxy)ethyl]-5-methyl-6-(1,3-oxazol-2-yl)-2,4-dioxo-1H,2H,3H,4H-thieno[2,3-d]pyrimidin-3-yl]-2-methylpropanamide